(4-amino-5-methoxy-2-phenylthieno[2,3-d]pyrimidin-6-yl)(piperidin-1-yl)methanone NC=1C2=C(N=C(N1)C1=CC=CC=C1)SC(=C2OC)C(=O)N2CCCCC2